FC=1C(=C(C=CC1)[C@H]1N=C(NC(=C1)CN1C[C@@H]2N(CC1)C(N(C2)C21CC(C2)(C1)CF)=O)C=1SC=CN1)C (S)-4-(3-Fluoro-2-methylphenyl)-6-(((S)-2-(3-(fluoromethyl)bicyclo[1.1.1]pentan-1-yl)-3-oxohexahydroimidazo[1,5-a]pyrazin-7(1H)-yl)methyl)-2-(thiazol-2-yl)-1,4-dihydropyrimidine